5-methylhexane-2-one CC(CCC(C)=O)C